2,4-diaminododecylbenzene NC(CC1=CC=CC=C1)CC(CCCCCCCC)N